thioacetic acid S-(2-ethoxy-[1,3,2]dioxasilinan-2-ylpropyl) ester C(C)O[Si]1(OCCCO1)CCCSC(C)=O